COC(=O)C1=C(C=C(C=C1)B(O)O)C [4-(methoxycarbonyl)-3-methylphenyl]boronic acid